CC1(C(C1)CC1=CC=C(C=C1)OC)C 1-(2,2-dimethylcyclopropyl)methyl-4-methoxybenzene